FC1=C(C(=C(C(=C1C(=O)N)F)F)F)F PENTAFLUOROBENZAMIDE